2-(2,6-Dioxopiperidin-3-yl)-5-(4-(2-(2-(2-((5'-hydroxy-3'-oxo-4'-propionyl-1',2',3',6'-tetrahydro-[1,1'-biphenyl]-4-yl)oxy)ethoxy)ethoxy)ethyl)piperazin-1-yl)isoindoline O=C1NC(CCC1N1CC2=CC=C(C=C2C1)N1CCN(CC1)CCOCCOCCOC1=CC=C(C=C1)C1CC(C(=C(C1)O)C(CC)=O)=O)=O